trans-Ethyl 1-benzyl-4-(methoxymethyl)pyrrolidine-3-carboxylate C(C1=CC=CC=C1)N1C[C@H]([C@@H](C1)COC)C(=O)OCC